(R)-7-amino-3-methyl-N-(5-methyl-6-(piperazin-1-yl)-1,2,3,4-tetrahydronaphthalen-2-yl)thieno[2,3-b]pyrazine-6-carboxamide NC1=C(SC2=NC(=CN=C21)C)C(=O)N[C@H]2CC1=CC=C(C(=C1CC2)C)N2CCNCC2